6,7-dihydropyrrolo[1,2-a]thiazolo[5,4-d]pyrimidine-9(5H)-one N1=CSC=2N=C3N(C(C21)=O)CCC3